(E)-4-((4-hydroxybut-2-en-1-yl)amino)benzonitrile OC/C=C/CNC1=CC=C(C#N)C=C1